ClC=1C(=CC=C2C=NC(=NC12)C=1C=NN(C1)C(CO)(C)C)OC=1C=CC2=C(NC(=N2)C)C1F 2-(4-{8-chloro-7-[(7-fluoro-2-methyl-1H-1,3-benzodiazol-6-yl)oxy]quinazolin-2-yl}-1H-pyrazol-1-yl)-2-methylpropan-1-ol